CN1N=CC2=CC(=CC=C12)C(CC(C(=O)OCC)=O)=O Ethyl 4-(1-methyl-1H-indazol-5-yl)-2,4-dioxobutanoate